4-ethynyl-2-methoxy-1-methylbenzene C(#C)C1=CC(=C(C=C1)C)OC